1-[4-[[5-(2,3-difluoro-4-methoxy-phenyl)-1-methyl-imidazole-2-carbonyl]amino]-2-ethyl-benzoyl]-N-[2-[2-(dimethylamino)ethoxy]ethyl]piperidine-4-carboxamide FC1=C(C=CC(=C1F)OC)C1=CN=C(N1C)C(=O)NC1=CC(=C(C(=O)N2CCC(CC2)C(=O)NCCOCCN(C)C)C=C1)CC